(S)-3-benzyl-4,5,6,7-tetrahydro-3H-imidazo[4,5-c]pyridine-6-carboxylic acid C(C1=CC=CC=C1)N1C=NC2=C1CN[C@@H](C2)C(=O)O